C(CC)C1=NC2=C(N1CC1=CC=C(C=C1)C1=CC=CC=C1)C=C(C=C2C)C2=NC1=C(N2C)C=CC=C1 4'-[2-n-propyl-4-methyl-6-(1-methylbenzimidazol-2-yl)-benzimidazol-1-ylmethyl]-biphenyl